1-naphthyl-acetic acid C1(=CC=CC2=CC=CC=C12)CC(=O)O